((tert-butyldimethylsilyl)oxy)-2-methylhexan-2-amine hydrochloride Cl.[Si](C)(C)(C(C)(C)C)OCC(CCCC)(N)C